C(C)(=O)C1=C(NC2=C(C=CC(=C2C1=O)Cl)Br)S(=O)CC1=CC(=CC(=C1)F)F 3-acetyl-8-bromo-5-chloro-2-((3,5-difluorobenzyl)sulfinyl)quinolin-4(1H)-one